N-{6-[(5-cyclopropyl-1H-pyrazol-3-yl)amino]-5-methoxy-1,2-benzoxazol-3-yl}-2,6-dimethoxy-4-(pyrimidin-2-yl)benzene-1-sulfonamide C1(CC1)C1=CC(=NN1)NC1=CC2=C(C(=NO2)NS(=O)(=O)C2=C(C=C(C=C2OC)C2=NC=CC=N2)OC)C=C1OC